N-(4-(4-methylpiperazin-1-yl)-3-(trifluoromethyl)phenyl)carboxamide CN1CCN(CC1)C1=C(C=C(C=C1)NC=O)C(F)(F)F